OC1=CC=NC=2C=CC=C(C12)C=O 4-HYDROXYQUINOLINE-5-CARBOXALDEHYDE